tert-butyl (2S,4R)-4-((6-chloropyrimidin-4-yl)oxy)-2-methylpyrrolidine-1-carboxylate ClC1=CC(=NC=N1)O[C@@H]1C[C@@H](N(C1)C(=O)OC(C)(C)C)C